Cl.C(C)(C)OC1=C(C=CC=C1)C1NCCNC1 2-(2-isopropoxyphenyl)piperazine hydrochloride